NC1=C(C2=C(C(N1C1=C(C(=CC=C1C)O)C)=O)SC(=N2)C)C(=O)N 6-amino-5-(3-hydroxy-2,6-dimethylphenyl)-2-methyl-4-oxo-4,5-dihydrothiazolo[5,4-c]pyridine-7-carboxamide